C(C)S(=O)(=O)N1CC(C1)(N1N=CC(=C1)C=1C2=C(N=CN1)N(C=C2)C(C(C)C2=CC(=CC=C2)OC2=CC=CC=C2)=O)CC#N 2-(1-(ethylsulfonyl)-3-(4-(7-(2-(3-phenoxyphenyl)propionyl)-7H-pyrrolo[2,3-d]pyrimidine-4-yl)-1H-pyrazol-1-yl)azetidin-3-yl)acetonitrile